3-(5-chloro-3-methyl-2-(2-oxa-6-azaspiro[3.3]hept-6-yl)phenyl)tetrahydrofuran-3-ol ClC=1C=C(C(=C(C1)C1(COCC1)O)N1CC2(COC2)C1)C